N-[(2R)-1-[(7-amino-3-methyl-1,2,3-benzotriazol-5-yl)methoxy]propan-2-yl]-6-bromo-2-(methylamino)imidazo[1,2-a]pyrazine-3-carboxamide NC1=CC(=CC2=C1N=NN2C)COC[C@@H](C)NC(=O)C2=C(N=C1N2C=C(N=C1)Br)NC